5-(3-(carboxymethyl)-2,5-dihydroxybenzamido)isophthalic acid C(=O)(O)CC=1C(=C(C(=O)NC=2C=C(C=C(C(=O)O)C2)C(=O)O)C=C(C1)O)O